ClC1=CC(=C(C=C1)C=1CN(CC1)C(=O)OC(C)(C)C)F tert-butyl 3-(4-chloro-2-fluorophenyl)-2,5-dihydro-1H-pyrrole-1-carboxylate